8-(3-chloro-2-fluorophenyl)-4-(dimethylamino)-6-(3-fluoropyridin-2-yl)-8-methyl-2-(methylsulfanyl)-7,8-dihydropyrido[4,3-d]pyrimidin-5(6H)-one ClC=1C(=C(C=CC1)C1(CN(C(C2=C1N=C(N=C2N(C)C)SC)=O)C2=NC=CC=C2F)C)F